(S)-quinuclidin-3-yl ((R)-5-(4-ethyl-3-fluorophenyl)-6-fluoro-2,2-dimethyl-2,3-dihydro-1H-inden-1-yl)carbamate C(C)C1=C(C=C(C=C1)C=1C=C2CC([C@H](C2=CC1F)NC(O[C@@H]1CN2CCC1CC2)=O)(C)C)F